4-(((1R,3S,5S)-bicyclo[3.1.0]hexan-3-yl)oxy)-2-cyclopropyl-N-((E)-3-(methylsulfonyl)allyl)pyrimidine-5-carboxamide [C@H]12CC(C[C@@H]2C1)OC1=NC(=NC=C1C(=O)NC\C=C\S(=O)(=O)C)C1CC1